2,2-dimethyloxazolidine-3-carboxylic acid tert-butyl ester C(C)(C)(C)OC(=O)N1C(OCC1)(C)C